OCCCC1=C(C=CC=C1)O Hydroxypropyl-phenol